ClC1=C(C=C2C(=C(C(N(C2=N1)C=1C(=NN(C1C)C)C(C)C)=O)C#N)O)F 7-chloro-6-fluoro-4-hydroxy-1-(3-isopropyl-1,5-dimethyl-1H-pyrazol-4-yl)-2-oxo-1,2-dihydro-1,8-naphthyridin-3-nitrile